2-amino-3-methylbutyric acid (S)-(2r,3r,11br)-3-isobutyl-9,10-dimethoxy-2,3,4,6,7,11b-hexahydro-1H-pyrido[2,1-a]isoquinolin-2-yl ester bis(4-methylbenzenesulfonate) CC1=CC=C(C=C1)S(=O)(=O)O.CC1=CC=C(C=C1)S(=O)(=O)O.C(C(C)C)[C@H]1[C@@H](C[C@H]2N(CCC3=CC(=C(C=C23)OC)OC)C1)OC(C(C(C)C)N)=O